(2-(((Z)-hex-3-en-1-yl)oxy)vinyl)-4-methoxybenzene C(C\C=C/CC)OC=CC1=CC=C(C=C1)OC